N-(4-chlorophenyl)-[2,4'-bithiazole]-2'-amine ClC1=CC=C(C=C1)NC=1SC=C(N1)C=1SC=CN1